(3r,4r)-4-fluoro-1-(5-fluoro-1-((4-methoxypyridin-2-yl)methyl)-1H-benzo[d]imidazol-2-yl)piperidin-3-amine F[C@H]1[C@@H](CN(CC1)C1=NC2=C(N1CC1=NC=CC(=C1)OC)C=CC(=C2)F)N